C(#N)[C@H]1[C@@H](CCCC1)N1N=C(C(=C1)C(=O)N)NC=1C=CC2=C(C=C(B(O2)O)C(C)C)C1 1-(trans-2-cyanocyclohexyl)-3-[(2-hydroxy-3-isopropyl-1,2-benzoxaborinin-6-yl)amino]pyrazole-4-carboxamide